CC1=NC(=CC(=C1)C=1NC2=CC=C(C=C2C1C(C)C)C1CCN(CC1)C(CCN1N=C(C=C1)C)=O)C 1-(4-(2-(2,6-dimethylpyridin-4-yl)-3-isopropyl-1H-indol-5-yl)piperidin-1-yl)-3-(3-methyl-1H-pyrazol-1-yl)propan-1-one